ethyl 5-azaspiro[2.4]heptane-1-carboxylate C1(CC12CNCC2)C(=O)OCC